ClC1=C(C(=CC=C1)F)C1=CC2=C(C(N3C(CO2)CN(CC3)C(=O)[O-])=O)C=N1 3-(2-chloro-6-fluoro-phenyl)-12-oxo-6a,7,9,10-tetrahydro-6H-pyrazino[2,1-c]pyrido[3,4-f][1,4]oxazepine-8(12H)-carboxylate